6-(2-bromo-1-((tert-butyldimethylsilyl)oxy)ethyl)-4-fluorobenzo[d]Thiazole BrCC(O[Si](C)(C)C(C)(C)C)C1=CC2=C(N=CS2)C(=C1)F